N,N'-diisopropyl-propylenediamine C(C)(C)NCC(C)NC(C)C